N[C@H](C(F)(F)F)C1=CN(C=2C1=NC(=C(C2)C2=C(C#N)C=CC=N2)F)CC(C)(C)C (S)-2-(3-(1-amino-2,2,2-trifluoroethyl)-5-fluoro-1-neopentyl-1H-pyrrolo[3,2-b]pyridin-6-yl)nicotinonitrile